methyl (2s,4s)-5-(2-((tert-butyldimethylsilyl)oxy)ethyl)-7-(4-methoxybenzyl)-6,8-dioxo-5,7-diazaspiro[3.4]octane-2-carboxylate [Si](C)(C)(C(C)(C)C)OCCN1C2(CC(C2)C(=O)OC)C(N(C1=O)CC1=CC=C(C=C1)OC)=O